cyclohexanedimethanol mono-acrylate C(C=C)(=O)OCC1(CCCCC1)CO